pentaerythritol diphosphate P(O)(=O)(OP(=O)(O)O)OCC(CO)(CO)CO